Tert-butyl (2-(3-(trifluoromethyl)-7-oxabicyclo[2.2.1]hepta-2,5-diene-2-carboxamido)ethyl)carbamate FC(C1=C(C2C=CC1O2)C(=O)NCCNC(OC(C)(C)C)=O)(F)F